2,6-dipropyl-naphthalene C(CC)C1=CC2=CC=C(C=C2C=C1)CCC